(2R,3S)-2-(3-(6-bromo-4-fluoro-1H-benzo[d]imidazol-1-yl)propyl)piperidin-3-ol dihydrochloride Cl.Cl.BrC=1C=C(C2=C(N(C=N2)CCC[C@H]2NCCC[C@@H]2O)C1)F